4-(1-methyl-1,6-diazaspiro[3.3]heptan-6-yl)-1H-benzo[d]imidazole CN1CCC12CN(C2)C2=CC=CC=1NC=NC12